(6S,E)-methyl 7-(1-(2-((1R,2R,4S)-bicyclo[2.2.1]heptan-2-ylamino)-2-oxoethyl)-2-oxo-1,2-dihydropyridin-3-ylamino)-6-(1-methyl-1H-1,2,3-triazole-5-carboxamido)-7-oxohept-2-enoate [C@@H]12[C@@H](C[C@@H](CC1)C2)NC(CN2C(C(=CC=C2)NC([C@H](CC/C=C/C(=O)OC)NC(=O)C2=CN=NN2C)=O)=O)=O